C(C)OC=1C=C(C=CC1OC)[C@@H](CS(=O)(=O)C)N1C(C2=CC=CC(=C2C1=O)NC(CCCCCCCCCC)=O)=O N-{2-[(1S)-1-(3-ethoxy-4-methoxyphenyl)-2-methyl-sulfonylethyl]-1,3-dioxo-2,3-dihydro-1H-isoindol-4-yl}undecanamide